(4-methoxypiperidin-1-yl)ethan-1-one COC1CCN(CC1)C(C)=O